FC1=C2C=C(NC2=C(C=C1)C)C(=O)N[C@H]1C[C@H](CCC1)N1C[C@H]2N(C(C[C@H]2C1)=O)C 4-fluoro-7-methyl-N-((1r,3s)-3-((3as,6as)-1-methyl-2-oxohexahydropyrrolo[3,4-b]pyrrol-5(1H)-yl)cyclohexyl)-1H-indole-2-carboxamide